O=C1NC(CCC1N1C(C2=CC=CC(=C2C1)SCCCN1CCC(CC1)C1=CC=C(C(=O)N2CCC(CC2)CCCCNC(\C=C\C=2C=NC=CC2)=O)C=C1)=O)=O (E)-N-(4-(1-(4-(1-(3-((2-(2,6-dioxopiperidin-3-yl)-1-oxoisoindolin-4-yl)thio)propyl)piperidin-4-yl)benzoyl)piperidin-4-yl)butyl)-3-(pyridin-3-yl)acrylamide